C(CCCCCCC)C([C@@]([C@@]1(C(=C(C(=O)O1)O)[O-])CCCCCCCC)(O)CCCCCCCC)(O)CCCCCCCC tetra-octyl-ascorbate